(5-(oxetan-2-yl)pyridin-2-yl)methanol O1C(CC1)C=1C=CC(=NC1)CO